C1(CC1)C1=NN(C=2C(NN=CC21)=O)C 3-cyclopropyl-1-methyl-1,6-dihydro-7H-pyrazolo[3,4-d]pyridazin-7-one